2-((benzenesulfonyl)methyl)acrylonitrile C1(=CC=CC=C1)S(=O)(=O)CC(C#N)=C